CC1CCN(CC1)C=1N(C(C=CC1)=O)C 4-methyl-N-(1-methyl-6-oxo-1,6-dihydropyridin-2-yl)piperidine